N-[(1-ethyl-1H-pyrazol-3-yl)methyl]-2-[1-[(4-methylphenyl)methyl]-5-oxopyrrolidin-2-yl]acetamide C(C)N1N=C(C=C1)CNC(CC1N(C(CC1)=O)CC1=CC=C(C=C1)C)=O